CC1=CC=C(C=C1)S(=O)(=O)N=[S@@](C1=C(C=CC=C1)[C@H](C)F)[O-] 4-methyl-N-[(R)-[(1S)-1-fluoroethyl]-oxidophenyl-λ4-sulfanylidene]benzenesulfonamide